(3,4-difluoro-5-(methoxymethoxy)naphthalen-2-yl)trimethylsilane FC=1C(=CC2=CC=CC(=C2C1F)OCOC)[Si](C)(C)C